Cl.C(CCCCCCCCCC)S undecanethiol hydrochloride